C(C)(C)(C)P(OC1=C(C=CC=C1)C(C)(C)C)(OC1=C(C=CC=C1)C(C)(C)C)[O-] di(2-t-butylphenyl) (t-butyl)phosphite